C(C)OC1=CC=CC=2SC3=CC=CC=C3CC12 ethoxy-9H-thioxanthen